(2R)-2H-1-benzopyrane-6-ol O1CC=CC2=C1C=CC(=C2)O